tert-butyl 3-amino-3-(4-amino-7-methyl-5-(4-((6-methylpyridin-2-yl)oxy)phenyl)-7H-pyrrolo[2,3-d]pyrimidin-6-yl)pyrrolidine-1-carboxylate NC1(CN(CC1)C(=O)OC(C)(C)C)C1=C(C2=C(N=CN=C2N)N1C)C1=CC=C(C=C1)OC1=NC(=CC=C1)C